ClC1=CC2=C(N=C3N2CCNC3)C=C1 7-Chloro-1,2,3,4-tetrahydrobenzo[4,5]imidazo[1,2-a]pyrazine